FC=1C=C(CC2=C(/C(/OC2=O)=N/C2CCC(CC2)C)CC(=O)OCC)C=CC1F Ethyl (Z)-2-(4-(3,4-difluorobenzyl)-2-((4-methylcyclohexyl)imino)-5-oxo-2,5-dihydrofuran-3-yl)acetate